N-(2-((1S,3S,5S)-3-Cyano-2-azabicyclo[3.1.0]hexan-2-yl)-2-oxoethyl)-6-methylquinoline-4-carboxamide C(#N)[C@H]1N([C@H]2C[C@H]2C1)C(CNC(=O)C1=CC=NC2=CC=C(C=C12)C)=O